Ethyl 4-((3,4-difluorophenyl) amino)-7-fluoro-1H-indole-2-carboxylate FC=1C=C(C=CC1F)NC1=C2C=C(NC2=C(C=C1)F)C(=O)OCC